C1=CC=C(C(=C1)C(=O)[O-])NP(=O)([O-])OC[C@@H]2[C@H]([C@H]([C@@H](O2)N3C=NC4=C(N=CN=C43)N)O)O The molecule is dianion of N-adenylylanthranilic acid arising from deprotonation of the carboxy and phosphoramidate OH groups; major species at pH 7.3. It is a hydroxy monocarboxylic acid anion and an organic phosphoramidate anion. It is a conjugate base of a N-adenylylanthranilic acid.